N1C(=NC2=C1C=CC=C2)CNCCC=2SC(=C(N2)C(=O)NCC=2N=NC=CC2)Cl 2-{2-[(1H-1,3-Benzodiazol-2-ylmethyl)amino]ethyl}-5-chloro-N-(pyridazin-3-ylmethyl)-1,3-thiazole-4-carboxamide